N-[4-(3-Cyanophenyl)-5-(2,6-dimethyl-4-pyridyl)thiazol-2-yl]-4-(1,2,4-oxadiazol-3-yl)piperidin-1-carboxamid C(#N)C=1C=C(C=CC1)C=1N=C(SC1C1=CC(=NC(=C1)C)C)NC(=O)N1CCC(CC1)C1=NOC=N1